5-((2-ethynyl-5-iso-propyl-pyridin-4-yl)oxy)-N2-methyl-pyrimidine-2,4-diamine C(#C)C1=NC=C(C(=C1)OC=1C(=NC(=NC1)NC)N)C(C)C